C(C)(CC)C(C(=O)[O-])(C(=O)[O-])C.[Na+].[Na+] sodium 2-(sec-butyl)-2-methylmalonate